4-methyl-1-[4-(4,4,5,5-tetramethyl-1,3,2-dioxaborolan-2-yl)phenyl]piperidin-4-ol CC1(CCN(CC1)C1=CC=C(C=C1)B1OC(C(O1)(C)C)(C)C)O